CC1=CC(=NC2=CC(=CN=C12)C1=CN=CS1)N 4-methyl-7-(thiazol-5-yl)-1,5-naphthyridin-2-amine